N-[3-(difluoromethyl)-1-(4-formylcyclohexyl)pyrazol-4-yl]-N-methyl-5-morpholino-pyrazolo[1,5-a]pyrimidine-3-carboxamide FC(C1=NN(C=C1N(C(=O)C=1C=NN2C1N=C(C=C2)N2CCOCC2)C)C2CCC(CC2)C=O)F